5-(1,1-difluoro-2-morpholinoethyl)-2-(piperidin-1-yl)aniline tri-hydrochloride Cl.Cl.Cl.FC(CN1CCOCC1)(F)C=1C=CC(=C(N)C1)N1CCCCC1